(2-(6-chloro-6'-cyano-2'-fluoro-3'-(((s)-tetrahydrofuran-2-yl)methoxy)-[1,1'-biphenyl]-3-yl)-2-phenylethyl)carbamate ClC1=CC=C(C=C1C1=C(C(=CC=C1C#N)OC[C@H]1OCCC1)F)C(CNC([O-])=O)C1=CC=CC=C1